COC=1C=C(C=C(C1OC)OC)/C=C/C(=O)O (E)-3-(3,4,5-trimethoxyphenyl)-acrylic acid